(S)-2-(5-bromothiophene-3-carboxamido)-N1-(1-(2-(2-adamantylamino)-2-oxoethyl)-2-oxo-1,2-dihydropyridin-3-yl)-N6-methyl-5-oxohexanediamide BrC1=CC(=CS1)C(=O)N[C@H](C(=O)NC=1C(N(C=CC1)CC(=O)NC1C2CC3CC(CC1C3)C2)=O)CCC(C(=O)NC)=O